N1-(4-(tert-butyl)phenyl)cyclohexane-1,3-diamine C(C)(C)(C)C1=CC=C(C=C1)NC1CC(CCC1)N